Cl.ClC1=CC=C2C(=CNC2=C1)CCN 2-(6-chloro-1H-indol-3-yl)ethan-1-amine hydrochloride